O=C(C(=C)C)N1C(CCC1)=O 1-(1-oxo-2-methyl-2-propenyl)-pyrrolidone